(2R,4R)-1-(((9H-fluoren-9-yl)methoxy)carbonyl)-4-(dimethylamino)pyrrolidine-2-carboxylic acid C1=CC=CC=2C3=CC=CC=C3C(C12)COC(=O)N1[C@H](C[C@H](C1)N(C)C)C(=O)O